(1S,3S)-N-(3-cyano-5-fluorophenyl)-N-((4-(5-(1,1-difluoroethyl)-1,2,4-oxadiazol-3-yl)bicyclo[2.2.2]octan-1-yl)methyl)-3-hydroxy-3-(trifluoromethyl)cyclobutane-1-carboxamide C(#N)C=1C=C(C=C(C1)F)N(C(=O)C1CC(C1)(C(F)(F)F)O)CC12CCC(CC1)(CC2)C2=NOC(=N2)C(C)(F)F